N-(1-(3,3-difluorocyclobutyl)-3-fluoro-1H-pyrazolo[3,4-b]pyridin-6-yl)-4-iodo-2-(6-azaspiro[2.5]oct-6-yl)benzamide FC1(CC(C1)N1N=C(C=2C1=NC(=CC2)NC(C2=C(C=C(C=C2)I)N2CCC1(CC1)CC2)=O)F)F